O=C1N(CC2(C1)CN(CCC2)C(=O)OC(C)(C)C)C=2C(=NC=CC2)C(F)(F)F tert-butyl 3-oxo-2-[2-(trifluoromethyl)pyridin-3-yl]-2,7-diazaspiro[4.5]decane-7-carboxylate